(5S)-8-Fluoro-5-methoxy-1-[trans-4-(pyridin-2-yloxy)cyclohexyl]-5,6-dihydro-4H-[1,2,4]triazolo[4,3-a][1]benzazepin FC=1C=CC2=C(C[C@@H](CC=3N2C(=NN3)[C@@H]3CC[C@H](CC3)OC3=NC=CC=C3)OC)C1